2-pyridyl-N,5-dimethyl-pyrazole-3-carboxamide N1=C(C=CC=C1)C=1C(=NNC1C)C(=O)NC